6-(anilino)pyrimidine-4-carboxylic acid N(C1=CC=CC=C1)C1=CC(=NC=N1)C(=O)O